tert-butyl (3-(3-(4-(1-((4-phenylbutoxy)imino)ethyl)phenyl)-1,2,4-oxadiazol-5-yl)propyl)carbamate C1(=CC=CC=C1)CCCCON=C(C)C1=CC=C(C=C1)C1=NOC(=N1)CCCNC(OC(C)(C)C)=O